rhodium-silver [Ag].[Rh]